4-(4-iodophenyl)sulfinyl-piperidine-1-carboxylic acid benzyl ester C(C1=CC=CC=C1)OC(=O)N1CCC(CC1)S(=O)C1=CC=C(C=C1)I